((R)-2,2-dimethyl-1,3-dioxan-4-yl)methanol CC1(OCC[C@@H](O1)CO)C